3-(3,5-Dichlorophenyl)-4-methyl-5-(1,2,3,6-tetrahydropyridin-4-yl)-1H-pyrrole-2-carboxylic acid ClC=1C=C(C=C(C1)Cl)C1=C(NC(=C1C)C=1CCNCC1)C(=O)O